1-(3-((4-fluorophenyl)sulfonyl)-2-(trifluoromethyl)phenyl)piperazine FC1=CC=C(C=C1)S(=O)(=O)C=1C(=C(C=CC1)N1CCNCC1)C(F)(F)F